CS(=O)(=O)OC[C@H](CC=1C=NN(C(C1)=O)C1OCCCC1)C [(2S)-2-methyl-3-(6-oxo-1-tetrahydropyran-2-yl-pyridazin-4-yl)propyl] methanesulfonate